C(#N)C1=CC(=C(COC2=CC=CC(=N2)C2=CC(=C(CC3=NC4=C(N3CCOC)C=C(C=C4)C(=O)O)C=C2)OC)C=C1)F 2-(4-(6-((4-Cyano-2-fluorobenzyl)oxy)pyridin-2-yl)-2-methoxybenzyl)-1-(2-methoxyethyl)-1H-benzo[d]imidazole-6-carboxylic acid